[Si](C)(C)(C(C)(C)C)OC[C@H]1N(C=C(C1)C(F)(F)F)C(=O)OC(C)(C)C tert-butyl (S)-2-(((tert-butyldimethylsilyl)oxy)methyl)-4-(trifluoromethyl)-2,3-dihydro-1H-pyrrole-1-carboxylate